ClC=1C=C(C=NC1)NC1=NC(=NC(=N1)NC(C)C)C1=CC=CC=C1 N2-(5-chloropyridin-3-yl)-N4-isopropyl-6-phenyl-1,3,5-triazine-2,4-diamine